The molecule is a 2,3-diacyl-sn-glycerol that has oleoyl and myristoyl as 2- and 3-acyl groups respectively. It is a 1-myristoyl-2-oleoylglycerol, a 2,3-diacyl-sn-glycerol and a tetradecanoate ester. It is an enantiomer of a 1-myristoyl-2-oleoyl-sn-glycerol. CCCCCCCCCCCCCC(=O)OC[C@@H](CO)OC(=O)CCCCCCC/C=C\\CCCCCCCC